C(C)OC(=O)C1=NC(=CC=C1S(=O)(=O)CC)C1OCCCO1.FC1(CCN(CC1)C(=O)C=1C=C2C(=NC1)N(C=C2)C=2C=NC=C(C(=O)NC1=CC=NO1)C2)F 5-(5-(4,4-difluoropiperidine-1-carbonyl)-1H-pyrrolo[2,3-b]pyridin-1-yl)-N-(isoxazol-5-yl)nicotinamide ethyl-6-(1,3-dioxan-2-yl)-3-ethylsulfonylpyridine-2-carboxylate